Cl.N=1C=CN2C1N=CC(=C2)C=2C=CC(=C(C2)O)C2=CC1=C(N=N2)N(N=N1)C1CC(NC(C1)(C)C)(C)C 5-(Imidazo[1,2-a]pyrimidin-6-yl)-2-(3-(2,2,6,6-tetramethylpiperidin-4-yl)-3H-[1,2,3]triazolo[4,5-c]pyridazin-6-yl)phenol-Hydrochlorid